ClC1=CC2=C(CCO2)C=C1 6-chloro-2,3-dihydrobenzofuran